C(C(=O)O)(N)NC(=O)N The molecule is allantoic acid in which one of the aminocarbonyl groups is replaced by hydrogen. It is a member of ureas and a non-proteinogenic alpha-amino acid. It is a tautomer of a 2-ureidoglycine zwitterion.